C(C)C=1N=C2N(CCCC2)C1C(=O)C1=CC=C(C=C1)OC (2-ethyl-5,6,7,8-tetrahydroimidazo[1,2-a]pyridin-3-yl)(4-methoxyphenyl)methanone